Cl.NC1=C(CN[C@@H]2CC[C@H](CC2)O)C=C(C=C1Br)Br trans-4-(2-Amino-3,5-dibromobenzylamino)cyclohexanol hydrochloride